{[(dimethyl(2-methyl-2-propanyl)silyl)oxy]methyl}-3-[4-oxo-4-(2-propanyloxy)butyl]octahydro-2H-cyclopenta[b]oxepin-7-yl 4-biphenylcarboxylate C1(=CC=C(C=C1)C(=O)OC1CC2C(OC(C(CC2)CCCC(OC(C)C)=O)CO[Si](C(C)(C)C)(C)C)C1)C1=CC=CC=C1